C(C)C1(CN2C(O1)=C(C=N2)S(=O)(N)=NC(NC2=C1CCCC1=CC=1CCCC21)=O)C 2-ethyl-N'-((1,2,3,5,6,7-hexahydro-s-indacen-4-yl)carbamoyl)-2-methyl-2,3-dihydropyrazolo[5,1-b]oxazole-7-sulfonimidamide